C(CC)NCCC N,N-dipropyl-amine